4-[4,5-dihydro-5-(trifluoromethyl)-5-[3-(trifluoromethyl)phenyl]-3-isoxazolyl]furo[2,3-c]pyridin-7-methylamine FC(C1(CC(=NO1)C1=C2C(=C(N=C1)CN)OC=C2)C2=CC(=CC=C2)C(F)(F)F)(F)F